C1(=CC=CC=C1)N1C2=CC=CC=C2C=2C=CC(=CC12)OB(O)O 9-phenyl-9H-carbazole-2-yl-boric acid